montanyl arachidate C(CCCCCCCCCCCCCCCCCCC)(=O)OCCCCCCCCCCCCCCCCCCCCCCCCCCCC